C(C)N1C=NC2=C1CCCC2 1-ethyl-4,5,6,7-tetrahydro-1H-benzo[d]imidazole